4-{3-(4-chlorophenyl)-1-[2-(4-morpholinyl)ethyl]ureido}-N-(4-fluorophenyl)benzamide ClC1=CC=C(C=C1)NC(N(CCN1CCOCC1)C1=CC=C(C(=O)NC2=CC=C(C=C2)F)C=C1)=O